OC1=C2C(OCC2=C(C(=C1C/C=C(/CCC(=O)OC)\C)OC)C)=O Methyl (E)-6-(4-hydroxy-6-methoxy-7-methyl-3-oxo-1,3-dihydroisobenzofuran-5-yl)-4-methylhex-4-enoate